(R)-2-methoxy-N-((tetrahydro-2H-pyran-2-yl)methyl)aniline COC1=C(NC[C@@H]2OCCCC2)C=CC=C1